(S)-quinuclidin-3-yl ((R)-5-(4-butoxyphenyl)-6-fluoro-2,2-dimethyl-2,3-dihydro-1H-inden-1-yl)carbamate C(CCC)OC1=CC=C(C=C1)C=1C=C2CC([C@H](C2=CC1F)NC(O[C@@H]1CN2CCC1CC2)=O)(C)C